C(#N)C1=CC=C(C=C1)C1=NC(=NC=C1SC)NC1=CC=C(C(=O)NC2=C(C=CC(=C2)CN(C)C)C)C=C1 4-[4-(4-Cyano-phenyl)-5-methylsulfanyl-pyrimidin-2-ylamino]-N-(5-dimethylaminomethyl-2-methyl-phenyl)-benzamid